C(C)N1C[C@@H](CCC1)NC=1OC=2C(=NC(=CC2OC)C2=C(C#N)C=C(C=C2O)C)N1 [2-[[(3R)-1-Ethyl-3-piperidyl]amino]-7-methoxy-oxazolo[4,5-b]pyridin-5-yl]-3-hydroxy-5-methyl-benzonitrile